COC=1C=C2C=C(NC2=CC1)B(O)O 5-METHOXY-1H-INDOLE-2-BORONIC ACID